O[C@]1([C@H](CCC1)C=1C2=C(N=C(N1)S(=O)(=O)C)N=CC=C2)C ((1R,2R)-2-hydroxy-2-methylcyclopentyl)-2-(methylsulfonyl)pyrido[2,3-d]pyrimidin